tert-butyl ((1S,3R)-3-((3-(3-amino-1H-pyrazol-5-yl)-6-cyclopropyl-2-methoxypyridin-4-yl)oxy)cyclopentyl)carbamate NC1=NNC(=C1)C=1C(=NC(=CC1O[C@H]1C[C@H](CC1)NC(OC(C)(C)C)=O)C1CC1)OC